N-[(1S)-1-cyano-2-[(2S)-3-oxo-4H-1,4-benzoxazin-2-yl]ethyl]-3-[(2S)-3,3-dimethyl-2-[(2,2,2-trifluoroacetyl)amino]butanoyl]-6,6-dimethyl-3-azabicyclo[3.1.0]hexane-2-carboxamide C(#N)[C@H](C[C@@H]1OC2=C(NC1=O)C=CC=C2)NC(=O)C2C1C(C1CN2C([C@H](C(C)(C)C)NC(C(F)(F)F)=O)=O)(C)C